(4-fluorobenzyl)hydrazine hydrochloride Cl.FC1=CC=C(CNN)C=C1